NCC1=CC(=C(C=C1)NC(=O)C1=CC2=C(OCCC3=C2SC=C3)C=C1C=1C(=NC(=CC1)C(NCCC)=O)C(=O)OC)CC methyl 3-(9-((4-(aminomethyl)-2-ethylphenyl)carbamoyl)-4,5-dihydrobenzo[b]thieno[2,3-d]oxepin-8-yl)-6-(propylcarbamoyl)picolinate